4-t-butyl-2,6-diformylphenol C(C)(C)(C)C1=CC(=C(C(=C1)C=O)O)C=O